2-(4-((3S)-1-((2-(2,6-dioxopiperidin-3-yl)-4-fluoro-1,3-dioxoisoindolin-5-yl)methyl)piperidin-3-yl)phenyl)-2H-indazole-7-carboxamide O=C1NC(CCC1N1C(C2=CC=C(C(=C2C1=O)F)CN1C[C@@H](CCC1)C1=CC=C(C=C1)N1N=C2C(=CC=CC2=C1)C(=O)N)=O)=O